C(C)(C)(C)OC(N(C(C)C(NC1=NC(=C(C=C1)C1=C(N=C2N1C=CC=C2)C)C#CC2=CC=CC=C2)=O)C)=O methyl-{1-[5-(2-methyl-imidazo[1,2-a]pyridin-3-yl)-6-phenylethynyl-pyridin-2-ylcarbamoyl]-ethyl}-carbamic acid tert-butyl ester